OC[C@@H]1[C@@H](C1)C(=O)OCC1=CC=C(C=C1)OC 4-methoxybenzyl cis-2-(hydroxymethyl)cyclopropane-1-carboxylate